hydroxyethyl-di(hydroxyisopropyl)amine OCCN(C(C)(C)O)C(C)(C)O